ClC=1C(=C(NC2=C(NC3=C2C(NCC3)=O)C3=C(C=NC=C3)OC[C@H]3N(CCC3)C)C=CC1)OC(F)F 3-[3-chloro-2-(difluoromethoxy)anilino]-2-(3-{[(2S)-1-methylpyrrolidin-2-yl]methoxy}pyridin-4-yl)-1,5,6,7-tetrahydro-4H-pyrrolo[3,2-c]pyridin-4-one